C(C)(C)N1N=C(C2=NC(=CC(=C21)NCC=2C=NN(C2)C)C2=C(C=CC=C2)OC)C 1-isopropyl-5-(2-methoxyphenyl)-3-methyl-N-[(1-methylpyrazol-4-yl)methyl]pyrazolo[4,3-b]pyridin-7-amine